1-(3-chlorophenyl)-2-[(3S)-3-[(4-methylsulfonylphenoxy)methyl]-1-piperidyl]ethanol ClC=1C=C(C=CC1)C(CN1C[C@H](CCC1)COC1=CC=C(C=C1)S(=O)(=O)C)O